5-bromo-2-methyl-N-(6-methylpyridin-2-yl)benzamide BrC=1C=CC(=C(C(=O)NC2=NC(=CC=C2)C)C1)C